FC1=C(C=CC(=C1)I)NC1=C(C=2C(=NC=CC2)N1C)C(=O)NO 2-((2-fluoro-4-iodophenyl)amino)-N-hydroxy-1-methyl-1H-pyrrolo[2,3-b]pyridine-3-carboxamide